3-methyl-3-oxanoic acid CC1(COCCC1)C(=O)O